5,5'-biindanone C1(CCC2=CC(=CC=C12)C=1C=C2CCCC2=CC1)=O